2-amino-N-[(1S,2S)-2-({4-[1-(dimethylamino)-2,2-dimethyl-2,3-dihydro-1H-inden-5-yl]phenyl}methoxy)cyclopentyl]-5-(1-methyl-1H-pyrazol-4-yl)pyridine-3-carboxamide NC1=NC=C(C=C1C(=O)N[C@@H]1[C@H](CCC1)OCC1=CC=C(C=C1)C=1C=C2CC(C(C2=CC1)N(C)C)(C)C)C=1C=NN(C1)C